N-[(6-amino-2-pyridyl)sulfonyl]-2-(8-azaspiro[3.5]nonan-8-yl)-6-(3-fluoro-5-isobutoxy-phenyl)pyridine-3-carboxamide NC1=CC=CC(=N1)S(=O)(=O)NC(=O)C=1C(=NC(=CC1)C1=CC(=CC(=C1)OCC(C)C)F)N1CCCC2(CCC2)C1